N-[(1R)-1-[[(3-amino-3-oxo-propyl)-[(2R)-2-chloro-2-fluoro-acetyl]amino]carbamoyl]-3-methyl-butyl]-1H-indole-2-carboxamide NC(CCN(C([C@H](F)Cl)=O)NC(=O)[C@@H](CC(C)C)NC(=O)C=1NC2=CC=CC=C2C1)=O